ClC=1C=C2C(=CC(=NC2=CC1)C(F)(F)F)N[C@@H]1C[C@@H](CCC1)NC(=O)C1=CC2=C(NC=N2)C=C1C N-[(1R,3S)-3-{[6-chloro-2-(trifluoromethyl)quinolin-4-yl]amino}cyclohexyl]-6-methyl-1H-1,3-benzodiazole-5-carboxamide